methyl 4-[4-[4-[4-[(2,6-dioxo-3-piperidyl)amino]phenyl]-1-piperidyl] cyclohexyl]butanoate O=C1NC(CCC1NC1=CC=C(C=C1)C1CCN(CC1)C1CCC(CC1)CCCC(=O)OC)=O